C(C)(C)(C)OC(=O)N([C@H](C[C@@H](OC(CC(C)C)=O)C=1SC=C(N1)C(=O)N[C@H](C[C@@H](C(=O)OCC=C)C)CC1=CC=CC=C1)C(C)C)C (2S,4R)-allyl 4-(2-((1R,3R)-3-((tert-butoxycarbonyl) (methyl) amino)-4-methyl-1-((3-methylbutyryl) oxy) pentyl) thiazole-4-carboxamido)-2-methyl-5-phenylpentanoate